O(CCN)CCN 2,2'-oxybis(ethan-1-amin)